2-chloro-N-(3-cyclopentyl-1H-pyrazol-5-yl)pyrimidin-4-amine ClC1=NC=CC(=N1)NC1=CC(=NN1)C1CCCC1